C(C)OC1=C(OC2CN(CCC2)C2=CN=CC(=N2)NC(CC=2C=C(C(=O)O)C=CC2)=O)C=CC=C1 3-(2-((6-(3-(2-ethoxyphenoxy)piperidin-1-yl)pyrazin-2-yl)amino)-2-oxoEthyl)benzoic acid